3-methyl-3H-imidazole-4-carboxylic acid phenyl ester C1(=CC=CC=C1)OC(=O)C=1N(C=NC1)C